ClC1=CC(=C(S1)COC1=CC=CC(=N1)C=1CCN(CC1)CC1=NC2=C(N1C[C@H]1OCC1)C=C(C=C2)C(=O)O)F (S)-2-((6-((5-chloro-3-fluorothiophen-2-yl)methoxy)-3',6'-dihydro-[2,4'-bipyridin]-1'(2'H)-yl)methyl)-1-(oxetan-2-ylmethyl)-1H-benzo[d]imidazole-6-carboxylic acid